C(C)(C)(C)OC(C1=CC=C(C=C1)NC([C@H](CC1=CC=C(C=C1)N1C(CN(CC1)C1COC1)=O)NC(=O)OC(C)(C)C)=O)=O (S)-4-(2-((tert-Butoxycarbonyl)amino)-3-(4-(4-(oxetan-3-yl)-2-oxopiperazin-1-yl)phenyl)propanamido)benzoic acid tert-butyl ester